F[C@H]1C[C@H](NC1)COC=1C=C2CN3[C@@H](C2=CC1)CN(C[C@H]3C)C3=C1C=CC=NC1=C(C=C3)C#N 5-[(4R,10bS)-8-[[(2S,4S)-4-fluoropyrrolidin-2-yl]methoxy]-4-methyl-3,4,6,10b-tetrahydro-1H-pyrazino[2,1-a]isoindol-2-yl]quinoline-8-carbonitrile